ClC=1C=C(C=2N(N1)C(C(=C(N2)C)C)=O)C2CCC(CC2)(F)F 7-chloro-9-(4,4-difluorocyclohexyl)-2,3-dimethyl-pyrimido[1,2-b]pyridazin-4-one